CN1CC(C1)(C)[C@@](C=1C=C(C=NC1)C1=NOC(=N1)CN1C(NCC1=O)=O)(C1=CC=C(C=C1)C(C)C)O 3-(3-{5-[(R)-(1,3-Dimethyl-azetidin-3-yl)-hydroxy-(4-isopropyl-phenyl)-methyl]-pyridin-3-yl}-[1,2,4]oxadiazol-5-ylmethyl)-imidazolidine-2,4-dione